6-fluoro-2-(3-methylpiperazin-1-yl)-1,3-benzothiazole FC1=CC2=C(N=C(S2)N2CC(NCC2)C)C=C1